FC(C=1C=C(OC2=CC=CC=C2)C=CC1N)(F)F 4-(3-trifluoromethyl-4-aminophenoxy)benzene